2-[3-fluoro-4-(4-hydroxyoxan-4-yl)phenyl]-4-[4-fluoro-2-(2,2,2-trifluoroethoxy)phenyl]-2,3-dihydro-1H-pyrrolo[3,4-c]pyridin-1-one FC=1C=C(C=CC1C1(CCOCC1)O)N1CC=2C(=NC=CC2C1=O)C1=C(C=C(C=C1)F)OCC(F)(F)F